BrC=1C=C(SC1)C1(CC(=NO1)N)C(F)(F)F 5-(4-bromo-2-thienyl)-5-(tri-fluoromethyl)-4H-isoxazol-3-amine